ClC=1C=C(C=CC1OCC1=NC=CC=C1)NC1=C2C(=NC=N1)NN=C2C2CCN(CC2)C(C=C)=O 1-(4-(4-((3-chloro-4-(pyridin-2-ylmethoxy)phenyl)amino)-1H-pyrazolo[3,4-d]pyrimidin-3-yl)piperidin-1-yl)prop-2-en-1-one